(1-Hydroxypropan-2-yl)-5-(4-(trifluoromethyl)phenoxy)-2-naphthamide OCC(C)C1=C(C=CC2=C(C=CC=C12)OC1=CC=C(C=C1)C(F)(F)F)C(=O)N